[3-(2,3-Dimethylphenyl)-1,2,4-oxadiazol-5-yl][2-(4-fluoroanilino)-4-hydroxy-1,3-thiazol-5-yl]methanone CC1=C(C=CC=C1C)C1=NOC(=N1)C(=O)C1=C(N=C(S1)NC1=CC=C(C=C1)F)O